2-methyl-4-((5-oxo-4-(4-(trifluoromethyl)phenyl)-4,5-dihydro-1H-1,2,4-triazol-1-yl)methyl)phenoxyacetate CC1=C(OCC(=O)[O-])C=CC(=C1)CN1N=CN(C1=O)C1=CC=C(C=C1)C(F)(F)F